1-Octen-3-ol acetate C(C)(=O)OC(C=C)CCCCC